(1-methyl-4-piperidinyl)(6-(2-methyl-2H-pyrazolo[3,4-b]pyridin-5-yl)thieno[2,3-b]pyridin-2-yl)methanol CN1CCC(CC1)C(O)C1=CC=2C(=NC(=CC2)C2=CC=3C(N=C2)=NN(C3)C)S1